C(C)(C)(C)OC(=O)N1CC(C(=CC1)OS(=O)(=O)C(F)(F)F)(C)C.CC1(C(=CCN(C1)C(=O)OC(C)(C)C)C(=O)OC)C 1-tert-butyl 4-methyl 5,5-dimethyl-5,6-dihydropyridine-1,4(2H)-dicarboxylate tert-Butyl-3,3-dimethyl-4-(trifluoromethylsulfonyloxy)-2,6-dihydropyridine-1-carboxylate